4-acrylamido-N-ethylbutyramide C(C=C)(=O)NCCCC(=O)NCC